3-methyl-1,2-phenylene diisocyanate CC1=C(C(=CC=C1)N=C=O)N=C=O